ClC1=CC=C(C(=N1)C(=O)NS(=O)(=O)C)N[C@H](C)C=1C=C(C=C2C(N(C(=NC12)C=1C=NN(C1)C1=CC=CC=C1)C)=O)C (R)-6-chloro-3-((1-(3,6-dimethyl-4-oxo-2-(1-phenyl-1H-pyrazol-4-yl)-3,4-dihydroquinazolin-8-yl)ethyl)amino)-N-(methylsulfonyl)picolinamide